1-(3-isopropyl-1,1,2,6-tetramethyl-2,3-dihydro-1H-inden-5-yl)ethan-1-one butyl-{[(1r,4r)-4-aminocyclohexyl]methyl}carbamate C(CCC)N(C(O)=O)CC1CCC(CC1)N.C(C)(C)C1C(C(C2=CC(=C(C=C12)C(C)=O)C)(C)C)C